2-((2-chlorophenyl)amino)-2-oxoethyl 4-isocyanobenzoate [N+](#[C-])C1=CC=C(C(=O)OCC(=O)NC2=C(C=CC=C2)Cl)C=C1